3-azido-4-hydroxypyrrolidine-1-carboxylic acid tert-butyl ester C(C)(C)(C)OC(=O)N1CC(C(C1)O)N=[N+]=[N-]